NC1=C(C(=O)N)C=C(C=C1C1=C(C(=CC=C1C)O)C)C1=CC(=NC=C1)Cl 2-amino-3-(3-hydroxy-2,6-dimethylphenyl)-5-(2-chloropyridin-4-yl)benzamide